N1C(CC2=CC=CC=C12)CCC(=O)N1CCN(CC1)C1=NC=C(C=N1)C(F)(F)F 3-indolin-2-yl-1-[4-[5-(trifluoromethyl)pyrimidin-2-yl]piperazin-1-yl]propan-1-one